COC=1C(=CC=2C(=C3C(=NC2C1)CCC3)NC3CCN(CC3)C3=C(C=CC=C3)OC)OC N-{6,7-dimethoxy-1H,2H,3H-cyclopenta[b]quinolin-9-yl}-1-(2-methoxyphenyl)piperidin-4-amine